cyanomethyl (2S)-2-[[4-[[2-(4-fluorophenyl)acetyl]amino]phenyl]methoxycarbonyl-methylamino]-3-pyridin-3-ylpropanoate FC1=CC=C(C=C1)CC(=O)NC1=CC=C(C=C1)COC(=O)N([C@H](C(=O)OCC#N)CC=1C=NC=CC1)C